FC=1C=C(C=CC1)NC1=NC(=NC(=N1)NC(C)C)C=1SC=C(N1)C(F)(F)F (3-fluoro-phenyl)-N'-isopropyl-6-(4-trifluoromethyl-thiazol-2-yl)-[1,3,5]triazine-2,4-diamine